C(#N)N1C[C@@H](CC1)N(C(=O)NC1=CC=C(C=C1)C(F)(F)F)CC (R)-1-(1-cyanopyrrolidin-3-yl)-1-ethyl-3-(4-(trifluoromethyl)phenyl)urea